BrC=1C(=NC(=CN1)C=1N=NN(C1COC1OCCCC1)C)C(=O)O 3-bromo-6-(1-methyl-5-(((tetrahydro-2H-pyran-2-yl)oxy)methyl)-1H-1,2,3-triazol-4-yl)pyrazine-2-carboxylic acid